N\C(=C/C#N)\CC (Z)-3-aminopent-2-enenitrile